2,4-Di-p-toluoyl-6-(2-hydroxy-4-hexyloxyphenyl)-1,3,5-triazine C1(=CC=C(C=C1)C(=O)C1=NC(=NC(=N1)C(=O)C1=CC=C(C=C1)C)C1=C(C=C(C=C1)OCCCCCC)O)C